tert-Butyl 3-((3-chloro-5-(2-hydroxy-1-methoxypropan-2-yl)isoquinolin-8-yl)oxy)azetidine-1-carboxylate ClC=1N=CC2=C(C=CC(=C2C1)C(COC)(C)O)OC1CN(C1)C(=O)OC(C)(C)C